C1(=CC=CC=C1)C1=NC=C(N=C1C1=CC=CC=C1)C1=CC(=CC=C1)B1OC(C(O1)(C)C)(C)C 2,3-diphenyl-5-(3-(4,4,5,5-tetramethyl-1,3,2-dioxaborolan-2-yl)phenyl)pyrazine